(1-(6-chloro-3-(hydroxymethyl)pyrazin-2-yl)-4-methylpiperidin-4-yl)carbamic acid tert-butyl ester C(C)(C)(C)OC(NC1(CCN(CC1)C1=NC(=CN=C1CO)Cl)C)=O